C(C)OC(CCCCCCCC1C(C1)CCCCCCCCC(CCCCCCC)CN(C)C)=O.C(C)NC(=O)N1CC(CCC1)NS(=O)(=O)C N-ethyl-3-((methylsulfonyl)amino)piperidine-1-carboxamide ethyl-8-(2-{9-[(dimethylamino)methyl]hexadecyl}cyclopropyl)octanoate